(e)-2-amino-6-(2-(1-trityl-1H-imidazol-4-yl)benzylidene)-7,8-dihydroquinolin-5(6H)-one NC1=NC=2CC\C(\C(C2C=C1)=O)=C/C1=C(C=CC=C1)C=1N=CN(C1)C(C1=CC=CC=C1)(C1=CC=CC=C1)C1=CC=CC=C1